OC(=O)O.NC(=O)O aminocarboxylate, hydroxycarboxylic acid salt